(3S)-3-(5-{[(3S,4S)-1-{[8-fluoro-2-(oxolan-2-yl)quinazolin-6-yl]methyl}-4-(methoxymethyl)pyrrolidin-3-yl]oxy}-1-oxo-2,3-dihydro-1H-isoindol-2-yl)piperidine-2,6-dione FC=1C=C(C=C2C=NC(=NC12)C1OCCC1)CN1C[C@H]([C@@H](C1)COC)OC=1C=C2CN(C(C2=CC1)=O)[C@@H]1C(NC(CC1)=O)=O